C(C)(=O)[O-].C(CCCCCCCCCCCCCCCCC)[N+]1=CNC=C1 3-octadecylimidazolium acetate